C(C=C)(=O)NC=1C=C(C=CC1)C=1C=C2C(=CN1)NN=C2C(=O)N 5-[3-(prop-2-enoylamino)phenyl]-1H-pyrazolo[3,4-c]pyridine-3-carboxamide